COC1=CC=CC=C1/C=N/O o-anisaldehyde oxime